C1=CC=CC=2C3=CC=CC=C3C(C12)COC(=O)N[C@H](C(=O)O)CC=1SC(=NN1)C1=CC=C(C=C1)C(=O)OC (S)-2-((((9H-fluoren-9-yl)methoxy)carbonyl)amino)-3-(5-(4-(methoxycarbonyl)phenyl)-1,3,4-thiadiazol-2-yl)propanoic acid